NC=1C(=NC=C(N1)N1CCC(CC1)(C)N)SC=1C(=C(C=CC1)NCC1=CC=C(C=C1)C1C(NC(CC1)=O)=O)Cl 3-(4-(((3-((3-amino-5-(4-amino-4-methylpiperidin-1-yl)pyrazin-2-yl)thio)-2-chlorophenyl)amino)methyl)phenyl)piperidine-2,6-dione